2-(3-nitrophenyl)-6,8-diphenylimidazo[1,2-a]pyridine [N+](=O)([O-])C=1C=C(C=CC1)C=1N=C2N(C=C(C=C2C2=CC=CC=C2)C2=CC=CC=C2)C1